C(C)OC(=O)C=1C(=[N+](ON1)[O-])CCC(F)(F)F (ethoxycarbonyl)-3-(3,3,3-trifluoropropyl)-1,2,5-oxadiazole 2-oxide